FC=1C=C(/C=C/C2=NC=CC3=CC=CC=C23)C=C(C1)F (E)-1-(3,5-difluorostyryl)isoquinoline